1,2-dicarboxyl-3-methyl-cyclohexane C(=O)(O)C1C(C(CCC1)C)C(=O)O